S(C)(=O)(=O)OC1=CC2=CC=C(C=C2C=C1)C(N)=N 6-carbamimidoyl-2-naphthol mesylate